FC1=CC(=C(C=C1)C1=CC(=CC=C1)C=1OC2=C(N1)C=C(C=C2C(F)(F)F)CN[C@H]2[C@](CCC2)(O)C(F)(F)F)C2=NN=CN2C (1S,2R)-2-(((2-(4'-Fluoro-2'-(4-methyl-4H-1,2,4-triazol-3-yl)-[1,1'-biphenyl]-3-yl)-7-(trifluoromethyl)benzo[d]oxazol-5-yl)methyl)amino)-1-(trifluoromethyl)cyclopentan-1-ol